C(C)OC(=O)CCCCCCCCCCCCCCCCC=1C2=CC=CC=C2C(=C2C=CC=CC12)CCCCCCCCCCCCCCCCC(=O)OCC 9,10-bis(ethoxycarbonylhexadecylene)anthracene